C(N)(=O)C1=C(NC(CCC(=O)O)=O)C=CC(=C1F)F 4-(2-carbamoyl-3,4-difluoro-anilino)-4-oxo-butyric acid